4-amino-3-(trifluoromethyl)benzoic acid NC1=C(C=C(C(=O)O)C=C1)C(F)(F)F